tert-butyl (1-(4-methylbenzyl)-3-(1-((phenylmethyl)sulfonamido)-3-(p-tolyl)propan-2-yl)-1,3-dihydro-2H-benzo[d]imidazol-2-ylidene)carbamate CC1=CC=C(CN2C(N(C3=C2C=CC=C3)C(CNS(=O)(=O)CC3=CC=CC=C3)CC3=CC=C(C=C3)C)=NC(OC(C)(C)C)=O)C=C1